CC1(CC(C1)N1N=CC=2C1=NC=C(C2)B2OC(C(O2)(C)C)(C)C)O 1-methyl-3-[5-(4,4,5,5-tetramethyl-1,3,2-dioxaborolan-2-yl)-1H-pyrazolo[3,4-b]pyridin-1-yl]cyclobutan-1-ol